C(O)C(C(=O)[O-])(C)CO 2,2-dimethylolpropionate